7,8-dichloro-1-octene ClC(CCCCC=C)CCl